15-Hydroxy-octacosanoic acid OC(CCCCCCCCCCCCCC(=O)O)CCCCCCCCCCCCC